4-fluorophenyl 5,5-dimethyl-8-(4-morpholinopiperidin-1-yl)-1,3,4,5-tetrahydro-2H-benzo[c]azepine-2-carboxylate CC1(C2=C(CN(CC1)C(=O)OC1=CC=C(C=C1)F)C=C(C=C2)N2CCC(CC2)N2CCOCC2)C